NN(CCC1=CNC2=CC=CC=C12)C(C1=CC=CC=C1)=O N-aminobenzoyltryptamine